ClC=1C(=C(C=CC1)B(O)O)[N+](=O)[O-] (3-chloro-2-nitrophenyl)boronic acid